O=C1O[C@H]2[C@@](C1)(C(C[C@H](C2)C2=CC=CC=C2)=O)CC(=O)OCC (-)-Ethyl 2-((3aR,6S,7aR)-2,4-dioxo-6-phenyloctahydrobenzofuran-3a-yl)acetate